BrC=1C=C(C[C@@H]2N(CC[C@@H]2NS(=O)(=O)C)C(=O)OC(C)(C)C)C=CC1F Tert-Butyl cis-2-(3-bromo-4-fluorobenzyl)-3-((methylsulfonyl)amino)pyrrolidine-1-carboxylate